O[C@H](C(=O)O[C@@H]1CN(CC[C@@H]1C=1C(=CC(=C2C(C=C(OC12)C1=C(C=CC=C1)Cl)=O)O)O)C)C (3S,4R)-4-(2-(2-chlorophenyl)-5,7-dihydroxy-4-oxo-4H-chromen-8-yl)-1-methylpiperidin-3-yl (S)-2-hydroxypropanoate